2-chloro-5-iodo-4-methyl-pyridine-3-carbonitrile ClC1=NC=C(C(=C1C#N)C)I